N-{(S)-5-[2-(2-amino-3-pyridyl)-5-(1-pyrazolyl)-3H-1,3,4-triazainden-3-yl]-1-indanyl}(1-methyl-5-oxo-2-pyrrolidinyl)acetamide NC1=NC=CC=C1C1=NC2=CC=C(N=C2N1C=1C=C2CC[C@@H](C2=CC1)NC(CC1N(C(CC1)=O)C)=O)N1N=CC=C1